(1s,3s)-3-(difluoromethyl)cyclobutyl (4-cyclopropyl-3-(3,3-difluorocyclobutyl)-1-methyl-1H-pyrazol-5-yl)carbamate C1(CC1)C=1C(=NN(C1NC(OC1CC(C1)C(F)F)=O)C)C1CC(C1)(F)F